(2S,3S,4R,5R)-2-((R)-5-chloro-1,3-dihydroisobenzofuran-1-yl)-5-(4-methyl-7H-pyrrolo[2,3-d]pyrimidin-7-yl)tetrahydrofuran-3,4-diol ClC=1C=C2CO[C@H](C2=CC1)[C@H]1O[C@H]([C@@H]([C@@H]1O)O)N1C=CC2=C1N=CN=C2C